C(C)(C)C1=C(NC2=CN=C(C(=C21)C)N2CCC(CC2)NCC(C)(C)C)C=2C=C(C=1N(C2)N=CN1)OC 1-(3-isopropyl-2-(8-methoxy-[1,2,4]triazolo[1,5-a]pyridin-6-yl)-4-methyl-1H-pyrrolo[2,3-c]pyridin-5-yl)-N-neopentylpiperidin-4-amine